N-[[6-(6-cyclohexyl-4-oxo-2-piperidyl)imidazo[1,2-a]pyridin-2-yl]methyl]-4-oxo-pyrido[1,2-a]pyrimidine-2-carboxamide C1(CCCCC1)C1CC(CC(N1)C=1C=CC=2N(C1)C=C(N2)CNC(=O)C=2N=C1N(C(C2)=O)C=CC=C1)=O